C(=C)C1=CC=C(C=C1)S(=O)(=O)[O-].C(C(=C)C)(=O)OC(CN1C=[N+](C=C1)C)COCCCC 1-(2-(methacryloyloxy)-3-n-butoxy-propan-1-yl)-3-methyl-1H-imidazolium 4-vinylbenzenesulfonate